CS(=O)(=O)[O-].C(CCCC)[NH+]1CC(CCC1)CCCC 1-pentyl-3-butylpiperidinium methanesulfonate